Ethyl 1-(6,7-dimethoxyquinolin-4-yl)piperidine-4-carboxylate COC=1C=C2C(=CC=NC2=CC1OC)N1CCC(CC1)C(=O)OCC